2-((4-(2-(5-cyanothiophen-2-yl)-2-methylbenzo[d][1,3]dioxan-4-yl)piperidin-1-yl)methyl)-1-(((S)-oxetan-2-yl)methyl)-1H-benzo[d]imidazole-6-carboxylic acid methyl ester COC(=O)C=1C=CC2=C(N(C(=N2)CN2CCC(CC2)C2C3=C(OC(O2)(C)C=2SC(=CC2)C#N)C=CC=C3)C[C@H]3OCC3)C1